C(C)(C)(C)OC(=O)N[C@@H](C(=O)N1[C@@H](C[C@H](C1)O)C(=O)OC)CC1CCCCC1 methyl (2S,4R)-1-((R)-2-((tert-butoxycarbonyl) amino)-3-cyclohexylpropionyl)-4-hydroxypyrrolidine-2-carboxylate